Dioxonium C[N+]1(CCCC1)CC2COC(O2)CCC3OCC(O3)C[N+]4(CCCC4)C.[I-].[I-]